OCC12OCC(N(C1)C(=O)OC(C)(C)C)C2 tert-butyl 1-(hydroxymethyl)-2-oxa-5-azabicyclo[2.2.1]heptane-5-carboxylate